4-((3aR,6aR)-hexahydropyrrolo[3,4-c]pyrrol-2(1H)-yl)pyrimidine-2-carbonitrile C1N(C[C@@H]2[C@@H]1CNC2)C2=NC(=NC=C2)C#N